COC(N(C1(CCC1)C1=CC(=CC=C1)C(F)(F)F)C[C@H]1NCCC1)=O N-{[(2S)-pyrrolidin-2-yl]methyl}-N-{1-[3-(trifluoromethyl)phenyl]cyclobutyl}carbamic acid methyl ester